(E)-3-(3,4-dimethoxyphenyl)-2-fluoropropoyl chloride COC=1C=C(C=CC1OC)CC(C(=O)Cl)F